methyl 2-(2,2,7-trifluoro-3-oxo-6-(perfluorophenyl)-2,3-dihydro-4H-benzo[b][1,4]oxazin-4-yl)acetate FC1(C(N(C2=C(O1)C=C(C(=C2)C2=C(C(=C(C(=C2F)F)F)F)F)F)CC(=O)OC)=O)F